S1C=NC2=C1C=C(C=C2)S(=O)(=O)N2CC1=C(C2)CN(C1)C(=O)NCC1=NC(=CC=C1)C 5-(1,3-Benzothiazole-6-sulfonyl)-N-[(6-methylpyridin-2-yl)methyl]-1H,2H,3H,4H,5H,6H-pyrrolo[3,4-c]pyrrole-2-carboxamide